Cl.Cl.COC(=O)[C@@H]1NCCN(C1)C (R)-4-methylpiperazine-2-carboxylic acid methyl ester dihydrochloride